C1(=CC=CC=C1)C1=NC2=CC(=CC=C2C=C1)C1=NN2C(NCC(C2)C(=O)N)=C1C(=O)N 2-(2-phenylquinolin-7-yl)-4,5,6,7-tetrahydropyrazolo[1,5-a]pyrimidine-3,6-dicarboxamide